1-METHYLNAPHTHALENE-2-CARBOXALDEHYDE CC1=C(C=CC2=CC=CC=C12)C=O